C1(CCCCCC1)C(=O)OC(CSCCCCCC(N(CCCCO[Si](C(C)(C)C)(C1=CC=CC=C1)C1=CC=CC=C1)C)CCCCCOC(C(CCCCCCCC)CCCCCC)=O)CCCCCC 10-(5-((2-Hexyldecanoyl)oxy)pentyl)-2,2,9-trimethyl-3,3-diphenyl-4-oxa-16-thia-9-aza-3-silatetracosan-18-yl cycloheptanecarboxylate